FC1=C(C=C(C=C1F)N1N=CC2=C(C(=CC=C12)N1CCN(CC1)S(=O)(=O)C)C)O 2,3-Difluoro-5-(4-methyl-5-(4-(methylsulfonyl)piperazin-1-yl)-1H-indazol-1-yl)phenol